isooctyl dimethyldithioglycolate tin [Sn].CC(C(=S)SCCCCCC(C)C)(O)C